N1=NC(=CC2=C1C1=C(CCC2)C=CC=C1)N1N=C(N=C1N)NC1=CC=C(C=C1)C=CCN1CC(CC1)N(CC)CC 1-(6,7-dihydro-5H-benzo[6,7]cyclohepta[1,2-c]pyridazin-3-yl)-N3-(4-(3-diethylaminopyrrolidin-1-ylprop-1-enyl)phenyl)-1H-1,2,4-triazole-3,5-diamine